trifluoromethylindazole FC(F)(F)C1=NNC2=CC=CC=C12